C(C)(=O)N1CC=2N(CC1)C(=NC2C(=O)C=2C=CC(=NC2)C=2C=NC(=CC2)C(=O)NC\C=C\C2=C1CN(C(C1=CC=C2)=O)C2C(NC(CC2)=O)=O)CC (E)-5-(7-Acetyl-3-ethyl-5,6,7,8-tetrahydroimidazo[1,5-a]pyrazine-1-carbonyl)-N-(3-(2-(2,6-dioxopiperidin-3-yl)-1-oxoisoindolin-4-yl)allyl)-[2,3'-bipyridine]-6'-carboxamide